ClC1=C(N=C(NC1=O)C1=CC=NC=C1)C1(CNCCC1)F 5-chloro-4-(3-fluoro-3-piperidinyl)-2-(4-pyridinyl)-1H-pyrimidin-6-one